OC1O[C@@H]([C@H]([C@@H](C1NC(=O)C=1C=C2C=CC=NC2=CC1)O)O)CO N-((4R,5S,6R)-2,4,5-trihydroxy-6-(hydroxymethyl)tetrahydro-2H-pyran-3-yl)quinoline-6-carboxamide